CC1=CC=C(C=C1)S(=O)(=O)NCCC(=O)O N-(p-toluenesulfonyl)β-alanine